2-(5-(cyclopropylmethyl)-3-(4-fluoro-3-((5-methylfuran-2-yl)ethynyl)phenyl)-4-(3-fluoro-4-sulfamoylbenzyl)-1H-pyrazol-1-yl)thiazole-4-carboxylic acid C1(CC1)CC1=C(C(=NN1C=1SC=C(N1)C(=O)O)C1=CC(=C(C=C1)F)C#CC=1OC(=CC1)C)CC1=CC(=C(C=C1)S(N)(=O)=O)F